(6-(4-formyl-1H-pyrazol-1-yl)pyridin-2-yl)carbamic acid 2-chloroethyl ester ClCCOC(NC1=NC(=CC=C1)N1N=CC(=C1)C=O)=O